1-(4-(t-butyl)phenyl)-6-oxo-1,6-dihydropyridazine-4-carboxylic acid C(C)(C)(C)C1=CC=C(C=C1)N1N=CC(=CC1=O)C(=O)O